COC1=C(CNC=2SC(=CN2)F)C=CC(=C1)OC N-(2,4-dimethoxybenzyl)-5-fluorothiazol-2-amine